tert-butyl-5-oxa-2,8-diazaspiro[3.5]nonane C(C)(C)(C)C1NCC12OCCNC2